(S)-1-(6-(trifluoromethyl)pyridin-3-yl)ethan-1-amine hydrochloride Cl.FC(C1=CC=C(C=N1)[C@H](C)N)(F)F